FC1=C(C=CC(=C1)F)C=1C(=NN2C1N=C(C=C2O)C2=CC=C(C=C2)C(F)(F)F)C.[K] Potassium 3-(2,4-difluorophenyl)-2-methyl-5-(4-(trifluoromethyl)phenyl)pyrazolo[1,5-a]pyrimidin-7-ol